[N+](=O)([O-])C([N+](=O)[O-])[N+]1=CC=CC=C1 dinitromethyl-pyridinium